methyl-1,2,3,4-tetrahydroquinoline CN1CCCC2=CC=CC=C12